FC=1C(=C(C=CC1)NC1=NC(=CC(=N1)N=S(=O)(C)C)N1[C@@H](COCC1)C)[N+](=O)[O-] (R)-((2-((3-fluoro-2-nitrophenyl)amino)-6-(3-methylmorpholino)pyrimidin-4-yl)imino)dimethyl-λ6-sulfanone